COC(C1=CC=C(C=C1)C(CS(=O)(=O)C1=CC=C(C)C=C1)=O)=O 4-(2-p-toluenesulfonylacetyl)benzoic acid methyl ester